COC1=NN(C=C1[C@H]1N(CCC1)CC1=CC=C(OC2=C(C(=O)N)C=CC=C2)C=C1)C (4-{[(2S)-2-(3-methoxy-1-methyl-1H-pyrazol-4-yl)pyrrolidin-1-yl]methyl}phenoxy)benzamide